Cl.N1(CCOCC1)CCC(=O)C=1C(OC2=CC(=CC(=C2C1)CCCCC)O)=O 3-(3-morpholinyl-propionyl)-5-pentyl-7-hydroxycoumarin hydrochloride